FC1=CC(=C(C=C1)C1(CC2C(N(OC2(C)C)C)C(C1)C)C)OC 5-(4-fluoro-2-methoxyphenyl)-1,3,3,5,7-pentamethyloctahydrobenzo[c]isoxazole